(S)-N-1-(4-chlorophenyl)ethyl-2-(4-oxo-pyrrolo[1,2-d][1,2,4]triazin-3(4H)yl)acetamide ClC1=CC=C(C=C1)[C@H](C)NC(CN1N=CC=2N(C1=O)C=CC2)=O